N1N=CC2=CC=C(C=C12)C1=NC(=NC(=N1)NCC1CN(CC1)C)N 6-(1H-indazol-6-yl)-N2-[(1-methylpyrrolidin-3-yl)methyl]-1,3,5-triazine-2,4-diamine